N-[5-[4-[carbamothioyl(methyl)amino]phenyl]-2,4-dimethyl-pyrazol-3-yl]-4-(trifluoromethoxy)benzamide C(N)(=S)N(C1=CC=C(C=C1)C=1C(=C(N(N1)C)NC(C1=CC=C(C=C1)OC(F)(F)F)=O)C)C